diphenyl-2,5-diethyl-1,4-benzoquinone diimine C1(=CC=CC=C1)C1=C(C(C(=C(C1=N)CC)C1=CC=CC=C1)=N)CC